N-Methyl-5-[5-(1H-pyrazol-4-yl)pyrimidin-2-yl]-N-(2,2,6,6-tetramethylpiperidin-4-yl)[1,3]thiazolo[5,4-d][1,3]thiazol-2-amin Hydrochlorid Cl.CN(C=1SC=2N=C(SC2N1)C1=NC=C(C=N1)C=1C=NNC1)C1CC(NC(C1)(C)C)(C)C